C(C1=CC=CC=C1)OC(=O)N[C@@H]([C@H](OC(C)(C)C)C)C(=O)O N-((benzyloxy)carbonyl)-O-tert-butyl-L-threonine